COC=1C=C(C=C(C1[C@@H]1C=C(CC[C@H]1C(=C)C)C)OC)[Mg]Br (3,5-dimethoxy-4-((1R,6R)-3-methyl-6-(prop-1-en-2-yl)cyclohex-2-enyl)phenyl)magnesium bromide